2-(2-(Benzyloxy)cyclobutoxy)-1,5-difluoro-3-nitrobenzene C(C1=CC=CC=C1)OC1C(CC1)OC1=C(C=C(C=C1[N+](=O)[O-])F)F